N[C@](C(=O)OC(C)C)(CC(C)(C)C)C1=CC=C(C=C1)N=C(C1=CC=CC=C1)C1=CC=CC=C1 isopropyl (R)-2-amino-2-(4-((diphenylmethylene) amino) phenyl)-4,4-dimethylvalerate